4-(pentan-3-yl)piperazin CCC(CC)N1CCNCC1